1-chloro-2-(methylthio)ethane ClCCSC